di-sodium succinate C(CCC(=O)[O-])(=O)[O-].[Na+].[Na+]